n-docosyl-diethyl-sulfonium chloride [Cl-].C(CCCCCCCCCCCCCCCCCCCCC)[S+](CC)CC